BrC1=CC=C(C=C1)C(C)(C#C)C=1N=C(SC1)NC(=O)NCC(CO)O 1-(4-(2-(4-bromophenyl)-but-3-yn-2-yl)thiazol-2-yl)-3-(2,3-dihydroxypropyl)-urea